ClC1=CN=C(C=C1C(=O)NC1=CC(=CC(=C1)C1CCOCC1)Cl)N1S(CCC1)(=O)=O 5-chloro-N-(3-chloro-5-(tetrahydro-2H-pyran-4-yl)phenyl)-2-(1,1-dioxidoisothiazolidin-2-yl)isonicotinamide